ClC1=C(N=C(C(=N1)C(=O)OC)F)C methyl 6-chloro-3-fluoro-5-methyl-pyrazine-2-carboxylate